NC1=NN2C(C=C(C=C2)C=2C(=C(C(=O)O)C(=CC2)F)F)=N1 3-(2-amino-[1,2,4]triazolo[1,5-a]pyridin-7-yl)-2,6-difluorobenzoic acid